tert-butyl (4-((4-(bis(4-methoxybenzyl)amino)-2-butoxyimidazo[2,1-f][1,2,4]triazin-7-yl)(hydroxy)methyl)benzyl)carbamate COC1=CC=C(CN(C2=NC(=NN3C2=NC=C3C(C3=CC=C(CNC(OC(C)(C)C)=O)C=C3)O)OCCCC)CC3=CC=C(C=C3)OC)C=C1